C(C)OC(CN1N=C(C(=C1)[N+](=O)[O-])C(=O)OC)=O methyl 1-(2-ethoxy-2-oxoethyl)-4-nitro-1H-pyrazole-3-carboxylate